C1(CCCCC1)[C@@H](C(=O)NC1=CC=C(C=C1)C=1N(C=NC1C(F)(F)F)C)NC(OC(C)(C)C)=O tert-butyl N-[(1S)-1-cyclohexyl-2-[4-[3-methyl-5-(trifluoromethyl) imidazol-4-yl]anilino]-2-oxo-ethyl]carbamate